1-methylcyclobutyl (2R,5S)-4-(7-(4-cyanopyridin-2-yl)-5-(difluoromethyl)-7H-pyrrolo[2,3-d]pyrimidin-4-yl)-2,5-dimethylpiperazine-1-carboxylate C(#N)C1=CC(=NC=C1)N1C=C(C2=C1N=CN=C2N2C[C@H](N(C[C@@H]2C)C(=O)OC2(CCC2)C)C)C(F)F